Bis(4-hydroxy-3,5-dimethylphenyl) ether OC1=C(C=C(C=C1C)OC1=CC(=C(C(=C1)C)O)C)C